C(CCC)C=1N(C(=C(N1)Cl)C(=O)O)CC1=CC=C(C=C1)C1=C(C=CC(=C1)N1C[C@H](CCC1)C)C1=NOC(N1)=O (S)-2-butyl-4-chloro-1-((5'-(3-methylpiperidin-1-yl)-2'-(5-oxo-4,5-dihydro-1,2,4-oxadiazol-3-yl)-[1,1'-biphenyl]-4-yl)methyl)-1H-imidazole-5-carboxylic Acid